C1(=CC=C(C=C1)C(CC(=O)O)NC1=CC(=C(C=C1)C)F)C1=CC=CC=C1 3-([1,1'-biphenyl]-4-yl)-3-((3-fluoro-4-methylphenyl)amino)propanoic acid